3-[[(1R)-1-[2-(3,4-Difluorophenyl)-3,6-dimethyl-4-oxo-chromen-8-yl]ethyl]amino]pyridine-2-carboxylic acid FC=1C=C(C=CC1F)C=1OC2=C(C=C(C=C2C(C1C)=O)C)[C@@H](C)NC=1C(=NC=CC1)C(=O)O